6-(3-methoxy-4-(4-(trifluoromethoxy)benzyloxy)phenylamino)-3-morpholinoquinoxaline-5-carbonitrile COC=1C=C(C=CC1OCC1=CC=C(C=C1)OC(F)(F)F)NC1=C(C=2N=C(C=NC2C=C1)N1CCOCC1)C#N